tert-butyl ((1-(6-amino ((3-amino-2-chlorophenyl)thio)pyrazin-2-yl)-4-methylpiperidin-4-yl)methyl)carbamate NC1=CN=C(C(=N1)N1CCC(CC1)(C)CNC(OC(C)(C)C)=O)SC1=C(C(=CC=C1)N)Cl